(R)-4'-(tetrahydrofuran-3-yloxy)-4-formyl-[1,1'-biphenyl] O1C[C@@H](CC1)OC1=CC=C(C=C1)C1=CC=C(C=C1)C=O